(S)-4-([1,4':1',4''-terpiperidin]-1''-yl)-3-((4-(dodecyloxy)phenyl)sulfonyl)-6-(methylsulfinyl)quinoline N1(CCCCC1)C1CCN(CC1)C1CCN(CC1)C1=C(C=NC2=CC=C(C=C12)[S@@](=O)C)S(=O)(=O)C1=CC=C(C=C1)OCCCCCCCCCCCC